N1CC(C1)C=1N=NN(N1)C 5-(azetidin-3-yl)-2-methyl-2H-tetrazole